(±)-phenylethyl alcohol C1(=CC=CC=C1)CCO